5-(2-chlorobenzyl)-3-((2,4-dimethylbenzyl)amino)-4H-benzo[e][1,2,4]thiadiazine 1,1-dioxide ClC1=C(CC2=CC=CC3=C2NC(=NS3(=O)=O)NCC3=C(C=C(C=C3)C)C)C=CC=C1